C(C)C1=NC=2C(=NC(=CC2C)C)N1CC1=CC=C(C=C1)C=1C(=CC=C(C1)C=1N=NN(C1)C[Si](C)(C)C)C#N 4'-((2-ethyl-5,7-dimethyl-3H-imidazo[4,5-b]pyridin-3-yl)methyl)-5-(1-((trimethylsilyl)methyl)-1H-1,2,3-triazol-4-yl)-[1,1'-biphenyl]-2-carbonitrile